Yttrium oxyhydride O.[Y]